4-{8-[(2-cyano-2-methylideneethyl)amino]-7-methoxynaphthalen-2-yl}-N-methylpyridine-2-carboxamide C(#N)C(CNC=1C(=CC=C2C=CC(=CC12)C1=CC(=NC=C1)C(=O)NC)OC)=C